COC1=C(C=CC=C1)C1=NC(=NS1)C=1C=C2C=CN(C2=CC1)C(C)C 5-[5-(2-methoxyphenyl)-1,2,4-thiadiazol-3-yl]-1-(propan-2-yl)-1H-indole